S1C=NCCC1 5,6-Dihydro-4H-1,3-thiazin